COC(CCC(Cl)OC)Cl 1,4-dimethoxy-1,4-dichlorobutane